C(C1=CC=CC=C1)C1CCN(CC1)C(=O)C=1C=CC=2OCC(NC2N1)=O 6-(4-benzylpiperidine-1-carbonyl)-4H-pyrido[3,2-b][1,4]oxazin-3-one